(S)-6-(1-amino-1,3-dihydrospiro[indene-2,4'-piperidine]-1'-yl)-3-(1-(5-methylpyridin-3-yl)vinyl)-1,5-dihydro-4H-pyrazolo[3,4-d]pyrimidin-4-one N[C@@H]1C2=CC=CC=C2CC12CCN(CC2)C=2NC(C1=C(N2)NN=C1C(=C)C=1C=NC=C(C1)C)=O